(R)-N-(1-(4-fluorophenyl)ethyl)-5-(5-(methylamino)methylpyridin-3-yl)pyrazin-2-amine FC1=CC=C(C=C1)[C@@H](C)NC1=NC=C(N=C1)C=1C=NC=C(C1)CNC